ClC1=C(C=2N=C(N=C(C2C=N1)N1CC2CCC(C1)N2C(=O)OC(C)(C)C)SC)F tert-butyl 3-(7-chloro-8-fluoro-2-methylsulfanyl-pyrido[4,3-d]pyrimidin-4-yl)-3,8-diazabicyclo[3.2.1]octane-8-carboxylate